(2E)-3-[4-Chloro-6-(morpholin-4-yl)-8-oxa-3,5,10-triazatricyclo[7.4.0.02,7]trideca-1(9),2(7),3,5,10,12-hexaen-12-yl]-N,N-dimethylprop-2-enamide ClC1=NC=2C=3C=C(C=NC3OC2C(=N1)N1CCOCC1)/C=C/C(=O)N(C)C